(R)-2-amino-N-((S)-1-(((1-aminoisoquinolin-6-yl)methyl)amino)-1-oxopropan-2-yl)-N-methyl-4-(3-(trifluoromethyl)phenyl)butanamide dihydrochloride Cl.Cl.N[C@@H](C(=O)N(C)[C@H](C(=O)NCC=1C=C2C=CN=C(C2=CC1)N)C)CCC1=CC(=CC=C1)C(F)(F)F